N1CC[SH4]CC1 1lambda6-thiomorpholine